[18F]fluoroglucopyranosyl phenylthiosulfonate C1(=CC=CC=C1)S(=S)(=O)OC1([C@H](O)[C@@H](O)[C@H](O)[C@H](O1)CO)[18F]